C[C@@H]1N(CCN(C1)C1=NC=NC(=C1)C=1NN=C2C=CC(=CC12)OC1(CC1)C)CC1CCN(CC1)CC1CCN(CC1)C(=O)OC(C)(C)C tert-butyl 4-[[4-[[(2S)-2-methyl-4-[6-[5-(1-methylcyclopropoxy)-2H-indazol-3-yl]pyrimidin-4-yl]piperazin-1-yl]methyl]-1-piperidyl]methyl]piperidine-1-carboxylate